aluminum diethyl-(2,6-di-t-butyl-4-methylphenol) C(C)C=1C(=C(C(=C(C1C(C)(C)C)O)C(C)(C)C)CC)C.[Al]